4-[2-[1-(5-fluoropyrimidin-2-yl)pyrrolidin-3-yl]-2-methyl-propanoyl]-3,5-dihydro-2H-pyrido[3,4-f][1,4]oxazepine-9-carbonitrile FC=1C=NC(=NC1)N1CC(CC1)C(C(=O)N1CCOC2=C(C1)C=NC=C2C#N)(C)C